1-[3-(pyridin-4-yl)-2-[4-(trifluoromethyl)phenyl]-6,7-dihydropyrazolo[1,5-a]pyrazin-5(4H)-yl]prop-2-en-1-one N1=CC=C(C=C1)C=1C(=NN2C1CN(CC2)C(C=C)=O)C2=CC=C(C=C2)C(F)(F)F